C[C@@H]1N(C2=CC=CC=C2[C@@H](C1)NC1CCN(CC1)C(C#CCNC(C1=CC=CC=C1)=O)=O)C(CC)=O N-(4-(4-(((2S,4R)-2-methyl-1-propionyl-1,2,3,4-tetrahydroquinolin-4-yl)amino)piperidin-1-yl)-4-oxobut-2-yn-1-yl)benzamide